Cl.Cl.C1N(CCC2=CC=CC=C12)C[C@H](CN1C[C@H](OC2=C(C1=O)C=CC(=C2)OC2CCN(CC2)CCO)C)O (2R)-4-[(2R)-3-(3,4-dihydro-1H-isoquinolin-2-yl)-2-hydroxy-propyl]-8-[[1-(2-hydroxyethyl)-4-piperidinyl]oxy]-2-methyl-2,3-dihydro-1,4-benzoxazepin-5-one dihydrochloride